tert-butyl 2-(5-(N-(tert-butoxycarbonyl)ethylsulfonimidoyl)-2-(3,3-dicyanoazetidin-1-yl)phenyl)-1H-indole-1-carboxylate C(C)(C)(C)OC(=O)N=S(=O)(CC)C=1C=CC(=C(C1)C=1N(C2=CC=CC=C2C1)C(=O)OC(C)(C)C)N1CC(C1)(C#N)C#N